1-(4-chlorophenyl)-7-methyl-N-(1-methylpiperidin-3-yl)pyrido[3,4-d]pyridazin-4-amine ClC1=CC=C(C=C1)C1=C2C(=C(N=N1)NC1CN(CCC1)C)C=NC(=C2)C